[Na+].ClC=1C(=C(C(=O)[O-])C=C(C1)Cl)O 3,5-dichloro-2-hydroxybenzoic acid sodium salt